CC(CCCN1CC2N(C(C1)=O)CC(NC2)=O)C 2-(4-methylpentyl)hexahydro-4H-pyrazino[1,2-a]pyrazine-4,7(6H)-dione